FC(COCC=C)(F)F 3-(2,2,2-trifluoroethoxy)-1-propene